6-(4-((4-(3-(2,6-dioxopiperidin-3-yl)-5-methyl-2,4-dioxo-1,2,3,4-tetrahydrothieno[2,3-d]pyrimidin-6-yl)piperazin-1-yl)methyl)piperidin-1-yl)pyridazine-3-carboxamide O=C1NC(CCC1N1C(NC2=C(C1=O)C(=C(S2)N2CCN(CC2)CC2CCN(CC2)C2=CC=C(N=N2)C(=O)N)C)=O)=O